C1(C=CC(N1C=1C=C(OC2=CC=C(C=C2)OC2=CC=C(C=C2)OC2=CC(=CC=C2)N2C(C=CC2=O)=O)C=CC1)=O)=O bis[4-(3-maleimidophenoxy) phenyl] ether